tert-butyl (1S)-1-(4-(3-(4-(2-(2,6-dioxopiperidin-3-yl)-1-oxoisoindolin-5-yl)piperazin-1-yl)propoxy)phenyl)ethylcarbamate O=C1NC(CCC1N1C(C2=CC=C(C=C2C1)N1CCN(CC1)CCCOC1=CC=C(C=C1)[C@H](C)NC(OC(C)(C)C)=O)=O)=O